1-(4,5-DIAMINO-10-AZATRICYCLO[6.3.1.02,7]DODECA-2(7),3,5-TRIEN-10-YL)-2,2,2-TRIFLUORO-ETHANONE NC1=CC=2C3CN(CC(C2C=C1N)C3)C(C(F)(F)F)=O